CC1=C(C=CC(=C1)C)C1=NC(=NC(=N1)C1=C(C=C(C=C1)C)C)C1=C(C=C(C=C1)OC)O 2,4-bis(2,4-dimethyl-phenyl)-6-(2-hydroxy-4-methoxyphenyl)1,3,5-triazine